(E)-3-(4-(3-aminoprop-1-en-1-yl)-1-oxo-1,3-dihydro-2H-pyrrolo[3,4-c]pyridin-2-yl)piperidine-2,6-dione NC/C=C/C1=NC=CC2=C1CN(C2=O)C2C(NC(CC2)=O)=O